(R)-6-((5-oxido-2-(6-(piperidin-1-yl)pyridin-3-yl)-6,7-dihydrothieno[3,2-d]pyrimidin-4-yl)amino)-2,3-dihydrobenzo[b]thiophene 1,1-dioxide O=[S@@]1CCC=2N=C(N=C(C21)NC=2C=CC1=C(S(CC1)(=O)=O)C2)C=2C=NC(=CC2)N2CCCCC2